C(CCCCCCCCCCS)S 1,11-Undecanedithiol